ethyl 5-(bromomethyl)thiazole-2-carboxylate BrCC1=CN=C(S1)C(=O)OCC